C(C)N(C(=O)C=1C=NNC1)CC N,N-diethyl-pyrazole-4-carboxamide